ClC=1C=C2C(=NN1)N(N=C2O[C@@H](C(F)F)C2=CC(=NC=C2)OCC(F)(F)F)C 5-chloro-3-[(1R)-2,2-difluoro-1-[2-(2,2,2-trifluoroethoxy)-4-pyridyl]ethoxy]-1-methyl-pyrazolo[3,4-c]pyridazine